CC1=C2C(=NC=3N=C(N=C(C31)NC)N[C@H]3CN(CC3)C(=O)OC(C)(C)C)CCC2 tert-butyl (R)-3-((5-methyl-4-(methylamino)-7,8-dihydro-6H-cyclopenta[5,6]pyrido[2,3-d]pyrimidin-2-yl)amino)pyrrolidine-1-carboxylate